C(CCCCCCCC)(=O)[O-].[NH4+] ammonium pelargonate